IC=1C=C(C=NC1[N+](=O)[O-])N1CCOCC1 4-(5-iodo-6-nitro-3-pyridyl)morpholine